FC(C1=C(C=C(C=C1F)C1=CC=C(C=C1)CCC)F)(OC1=C(C(=C(C(=C1)F)F)F)C)F 4-[Difluoro(2-methyl-3,4,5-trifluorophenoxy)methyl]-3,5-difluoro-4'-propylbiphenyl